FC1(CCC(CC1)C1=NC(=NO1)C=1C=CC(=C(C1)NC(=O)C1=CN=C2N1C=CC(=C2)C)C)F N-(5-(5-(4,4-difluorocyclohexyl)-1,2,4-oxadiazol-3-yl)-2-methylphenyl)-7-methylimidazo[1,2-a]pyridine-3-carboxamide